C1(NC(C=2C1=CNC2)=O)=O pyrrolo[3,4-c]pyrroledione